C1(=CC=CC=C1)P(C1=C(C2=CC=CC=C2C=C1)C1=C(C=CC2=CC=CC=C12)P(C1=CC=CC=C1)C1=CC=CC=C1)C1=CC=CC=C1 2,2'-bis-diphenylphosphino-[1,1']binaphthyl